5-chloro-4-(cyclopentylmethoxy)-N-((4-(((1S,2S)-2-(dimethylamino)-cyclohexyl)oxy)-2-fluorophenyl)sulfonyl)-2-fluorobenzamide ClC=1C(=CC(=C(C(=O)NS(=O)(=O)C2=C(C=C(C=C2)O[C@@H]2[C@H](CCCC2)N(C)C)F)C1)F)OCC1CCCC1